C1(CCCC1)NC=1C(=C(C=C(C1)C1=CC=C(C=C1)C=O)C(=O)NCC=1C(NC(=CC1C)C)=O)C 5-(cyclopentylamino)-N-((4,6-dimethyl-2-oxo-1,2-dihydropyridin-3-yl)methyl)-4'-formyl-4-methyl-[1,1'-biphenyl]-3-carboxamide